2-(((1S,3S,5R)-2-(tert-butoxycarbonyl)-3-(methoxycarbonyl)-2-azabicyclo-[3.1.0]hexan-5-yl)methoxy)acetic acid C(C)(C)(C)OC(=O)N1[C@H]2C[C@]2(C[C@H]1C(=O)OC)COCC(=O)O